C(C)(C)OC([C@@](N)(C([2H])([2H])[2H])[2H])=O L-3,3,3,2-tetradeuteroalanine isopropyl ester